N[C@@H]1C[C@@H]([C@@H](C1)O)N(C)C1=NC=NC=C1OC1=C(C=C(C=C1)F)C1=C(C=CC=C1)C(C)C (1R,2S,4R)-4-amino-2-[(5-{[5-fluoro-2'-(propan-2-yl)[1,1'-biphenyl]-2-yl]oxy}pyrimidin-4-yl)(methyl)amino]cyclopentan-1-ol